2-(trifluoro-methyl)pyrimidin FC(C1=NC=CC=N1)(F)F